CC(C)(S(=O)(=O)N[C@@H]1CCCC12CCN(CC2)C(=O)OC(C)(C)C)C tert-butyl (1R)-1-(1,1-dimethylethylsulfonamido)-8-azaspiro[4.5]decane-8-carboxylate